methyl (E)-3,4-difluoro-2-((2-fluoro-4-methylphenyl)amino)-5-((2-toluenesulfonylhydrazono)methyl)benzoate FC=1C(=C(C(=O)OC)C=C(C1F)/C=N/NS(=O)(=O)CC1=CC=CC=C1)NC1=C(C=C(C=C1)C)F